[4-[5-[[6-(trifluoromethyl)pyridine-2-carbonyl]amino]indazol-2-yl]cyclohexyl]methyl methanesulfonate CS(=O)(=O)OCC1CCC(CC1)N1N=C2C=CC(=CC2=C1)NC(=O)C1=NC(=CC=C1)C(F)(F)F